CC1CCN(CC1)C(CNC1=CC=NC=2N1N=CN2)C=2SC=CC2 N-[2-(4-methyl-1-piperidinyl)-2-(2-thienyl)ethyl][1,2,4]triazolo[1,5-a]pyrimidin-7-amine